CN1CCN(C(C2=C1N=CC=C2)=O)C2=CC(=CC=C2)O[C@H](CCNC)C=2SC=CC2 (R)-1-methyl-4-(3-(3-(methylamino)-1-(thiophen-2-yl)propoxy)phenyl)-1,2,3,4-tetrahydro-5H-pyrido[2,3-e][1,4]diazepin-5-one